tris(2-ethylhexyl)phosphite C(C)C(COP(OCC(CCCC)CC)OCC(CCCC)CC)CCCC